oximinopiperidinopiperidine N(O)=C1N(CCCC1)N1CCCCC1